2,2-bis(4-thiophenyl)hexafluoropropane tert-butyl-5-((S)-2-((S)-2-(2-azidoacetamido)propanamido)propanamido)-2-(hydroxymethyl)benzyl(methyl)carbamate C(C)(C)(C)C(C1=C(C=CC(=C1)NC([C@H](C)NC([C@H](C)NC(CN=[N+]=[N-])=O)=O)=O)CO)N(C(O)=O)C.S1C=CC(=C1)C(C(F)(F)F)(C(F)(F)F)C=1C=CSC1